6-chloro-1-(6-(1,1-difluoroethyl)pyridin-2-yl)-3,3-dimethyl-2,3-dihydro-1H-pyrrolo[3,2-C]pyridine ClC1=CC2=C(C=N1)C(CN2C2=NC(=CC=C2)C(C)(F)F)(C)C